N[C@](COC=1C=CC(=C(C#N)C1)C1=C2C(=NC=C1)CCC2)(CC(C)C)C (S)-5-((2-amino-2,4-dimethylpentyl)oxy)-2-(6,7-dihydro-5H-cyclopenta[b]pyridin-4-yl)benzonitrile